digallium monoxide [O-2].[Ga+3].[Ga+3]